ethyl 1-(2,4-dichlorophenyl)-5-methyl-1H-pyrazole-3-carboxylate ClC1=C(C=CC(=C1)Cl)N1N=C(C=C1C)C(=O)OCC